5-hydroxy-1,7-bis(4-hydroxyphenyl)-3-heptanone OC(CC(CCC1=CC=C(C=C1)O)=O)CCC1=CC=C(C=C1)O